3-(5-(1H-pyrrol-2-yl)pyridin-3-yl)-4-methoxyphenyl (cyclohexylmethyl)carbamate C1(CCCCC1)CNC(OC1=CC(=C(C=C1)OC)C=1C=NC=C(C1)C=1NC=CC1)=O